2-[4-[4-[4-(4-nitrophenyl)-1-piperidyl]pyrazol-1-yl]-1-piperidyl]-5-(4,4,5,5-tetramethyl-1,3,2-dioxaborolan-2-yl)pyrimidine [N+](=O)([O-])C1=CC=C(C=C1)C1CCN(CC1)C=1C=NN(C1)C1CCN(CC1)C1=NC=C(C=N1)B1OC(C(O1)(C)C)(C)C